O=C1N(C(CC1)=O)OC(CCCCCCCCCCCCCCCC(=O)O)=O 17-((2,5-dioxopyrrolidin-1-yl)oxy)-17-oxoheptadecanoic acid